4-((4-(6-aminopyridin-3-yl)piperazin-1-yl)methyl)-2-(2,6-dioxopiperidin-3-yl)isoindoline-1,3-dione NC1=CC=C(C=N1)N1CCN(CC1)CC1=C2C(N(C(C2=CC=C1)=O)C1C(NC(CC1)=O)=O)=O